COC1=CC=CC(=C1)N=NC2=C(C=C3C=C(C=CC3=C2O)NC(=O)NC4=CC5=CC(=C(C(=C5C=C4)O)N=NC6=CC7=C(C=C6)C=C(C=C7)S(=O)(=O)[O-])S(=O)(=O)[O-])S(=O)(=O)[O-] The molecule is an organosulfonate oxoanion obtained by deprotonation of the sulfo groups of benzo scarlet 4BNS free acid. It is a conjugate base of a benzo scarlet 4BNS free acid.